(E)-2-methyl-alpha-methoxyiminophenylacetate CC1=C(C=CC=C1)\C(\C(=O)[O-])=N/OC